3-(((2-chloro-[1,1'-biphenyl]-4-yl)methyl)amino)-N-(3-((6-(2-cyanopyridin-4-yl)-1H-indazol-4-yl)amino)propyl)propanamide ClC1=C(C=CC(=C1)CNCCC(=O)NCCCNC1=C2C=NNC2=CC(=C1)C1=CC(=NC=C1)C#N)C1=CC=CC=C1